C[C@H]1N(CCN(C1)C1=NC=C(C=C1)S(F)(F)(F)(F)F)C(=O)C1CC(C1)OC[C@H](C)NC=1C(=CN=NC1)C(F)(F)F 5-(((S)-1-((1S,3R)-3-((R)-2-methyl-4-(5-(Pentafluoro-λ6-sulfanyl)pyridin-2-yl)piperazine-1-carbonyl)cyclobutoxy)propan-2-yl)amino)-4-(trifluoromethyl)pyridazine